Br[Si]1(CC[Si](CC1)(CCCC)CCCC)CCCC 1-bromo-1,4,4-tributyl-1,4-disilacyclohexane